5-cyclopropyl-2-(5-((1R,5S)-1-(2,5-difluorophenyl)-2-azabicyclo[3.1.0]hex-2-yl)pyrazolo[1,5-a]pyrimidin-3-yl)thiazole C1(CC1)C1=CN=C(S1)C=1C=NN2C1N=C(C=C2)N2[C@@]1(C[C@@H]1CC2)C2=C(C=CC(=C2)F)F